PCP bisphosphinomethane